C1(CCC1)CN(C(OC(C)(C)C)=O)[C@H]1CN(CCC1)C=1C=NC(=C(C1)F)C(C)N1N=NC(=C1)C1=NC(=CN=C1)N1CCCC1 tert-butyl (cyclobutylmethyl)((3R)-1-(5-fluoro-6-(1-(4-(6-(pyrrolidin-1-yl)pyrazin-2-yl)-1H-1,2,3-triazol-1-yl)ethyl)pyridin-3-yl)piperidin-3-yl)carbamate